ClC=1C(=C(C=CC1)NC1=NC=NC2=CC=C(C=C12)C1CC2(CCN2)C1)F N-(3-chloro-2-fluorophenyl)-6-(1-azaspiro[3.3]heptan-6-yl)quinazolin-4-amine